dihydroxy-1,4-benzoquinone OC1=C(C(C=CC1=O)=O)O